BrC1=CC=C2C(N(C(C2=C1)=O)C1C(NC(CC1)=O)=O)=O 6-Bromo-2-(2,6-dioxopiperidin-3-yl)-1,3-dioxoisoindoline